tert-butyl (4-(((trans)-2-(6-(3-cyano-5-methoxyphenyl)pyridin-3-yl)cyclopropyl)amino)cyclohexyl)carbamate C(#N)C=1C=C(C=C(C1)OC)C1=CC=C(C=N1)[C@H]1[C@@H](C1)NC1CCC(CC1)NC(OC(C)(C)C)=O